OC(=O)C(F)(F)F.ClC=1C=C2CCC[C@]3(C2=CC1)CNC1=C(OC3)C=CC(=C1)C(CC(=O)O)C(=O)OC 3-((S)-6'-chloro-3',4,4',5-tetrahydro-2H,2'H-spiro[benzo[b][1,4]oxazepine-3,1'-naphthalen]-7-yl)-4-methoxy-4-oxobutanoic acid TFA salt